SC1=CC=C(C=C1)CC(=O)O 2-(4-sulfanylphenyl)acetic acid